[Si](C)(C)(C(C)(C)C)O[C@H](CC1=CC(=NC=N1)C1=CN=C2N1N=C(C=C2)Cl)C (S)-3-(6-(2-((tert-butyldimethylsilyl)oxy)propyl)pyrimidin-4-yl)-6-chloroimidazo[1,2-b]pyridazine